FC(C1=C(OCC2=C(C=CC=C2OC)C2C=3C(NC(C2)=O)=NNC3)C=CC(=C1)C(F)(F)F)F 4-{[2-(difluoromethyl)-4-(trifluoromethyl)phenoxymethyl]-3-methoxyphenyl}-2H,4H,5H,6H,7H-pyrazolo[3,4-b]pyridin-6-one